N-(4-(1-(2,6-difluorobenzyl)-5-((dimethylamino)methyl)-3-(6-methoxy-3-pyridazinyl)-2,4-dioxo-1,2,3,4-tetrahydrothieno[2,3-d]pyrimidin-6-yl)phenyl)-N'-methoxyurea FC1=C(CN2C(N(C(C3=C2SC(=C3CN(C)C)C3=CC=C(C=C3)NC(=O)NOC)=O)C=3N=NC(=CC3)OC)=O)C(=CC=C1)F